CN1C(=C(C=C1C)C1=CC=CC=C1)C(C(=O)NC=1C=CC2=C(OC[C@@H]3N2CCN(C3)C3=NC=C(C=N3)C=O)C1)=O (R)-2-(1,5-dimethyl-3-phenyl-1H-pyrrol-2-yl)-N-(3-(5-formylpyrimidin-2-yl)-1,2,3,4,4a,5-hexahydrobenzo[b]pyrazino[1,2-d][1,4]oxazin-8-yl)-2-oxoacetamide